(2R,3S)-3-(4-fluorobenzyl)pyrrolidine-2-carboxylic acid FC1=CC=C(C[C@@H]2[C@@H](NCC2)C(=O)O)C=C1